4,5-dihydro-2H,5'H-spiro[furan-3,7'-furo[3,4-d]pyrimidine]-2'-carboxylic acid N1=C(N=CC2=C1C1(OC2)COCC1)C(=O)O